(Sa)-6-(1-((3'-Cyano-[1,1'-biphenyl]-4-yl)methyl)-4-fluoro-1H-indol-7-carboxamido)spiro-[3.3]heptan C(#N)C=1C=C(C=CC1)C1=CC=C(C=C1)CN1C=CC2=C(C=CC(=C12)C(=O)NC1CC2(CCC2)C1)F